FC1(OC2=C(O1)C=C(C(=C2)C(C)=O)O)F 1-(2,2-difluoro-6-hydroxy-1,3-benzodioxol-5-yl)ethanone